ClC1=C(C(=CC=C1)C)NC(=O)C1=CN=C(S1)NC1=NC(=NC(=C1)NCC=1C=C2C(N(C(C2=C(C1)F)=O)C1C(NC(CC1)=O)=O)=O)C N-(2-chloro-6-methylphenyl)-2-((6-(((2-(2,6-dioxopiperidin-3-yl)-7-fluoro-1,3-dioxoisoindolin-5-yl)methyl)amino)-2-methylpyrimidin-4-yl)amino)thiazole-5-carboxamide